C1(CCCCC1)COC1=C(C(=CC(=C1)O)O)C(=O)N1CC2=C(C=CC=C2CC1)NC1COCC1 (2-(Cyclohexyl-methoxy)-4,6-dihydroxyphenyl)(8-((tetrahydrofuran-3-yl)amino)-3,4-dihydroisoquinolin-2(1H)-yl)methanone